CNC(O[C@@H]1CC[C@H](CC1)C(N(C[C@@H]1CC[C@H](CC1)C1=CC(=C(C=C1)OC)C)C1=CC(=CC=C1)C=1C=NC(=CC1)C1CC1)=O)=O trans-4-((3-(6-Cyclopropylpyridin-3-yl)-phenyl)((trans-4-(4-methoxy-3-methyl-phenyl)cyclohexyl)-methyl)carbamoyl)-cyclohexyl methyl-carbamate